(1R,2R)-N-[7-chloro-6-[4-((3S,4S)-4-fluoro-3-methyl-tetrahydrofuran-3-yl)piperazin-4-ium-1-yl]-3-isoquinolyl]-2-[1-methyl-5-(trifluoromethyl)pyrazol-4-yl]cyclopropanecarboxamide ClC1=C(C=C2C=C(N=CC2=C1)NC(=O)[C@H]1[C@@H](C1)C=1C=NN(C1C(F)(F)F)C)N1CC[NH+](CC1)[C@]1(COC[C@H]1F)C